aminotri(methylphosphonic acid) C(N(CP(=O)(O)O)CP(=O)(O)O)P(=O)(O)O